7-[(2R,4S)-2-(1-cyclopropyl-6-oxo-3-pyridyl)tetrahydropyran-4-yl]-9-(4,4-difluorocyclohexyl)-2,3-dimethyl-pyrazino[1,2-a]pyrimidin-4-one C1(CC1)N1C=C(C=CC1=O)[C@@H]1OCC[C@@H](C1)C=1N=C(C=2N(C(C(=C(N2)C)C)=O)C1)C1CCC(CC1)(F)F